C1(CC1)OC=1C=C(C=CC1)C1=CC(=NN1C1=C(C=CC=C1)C)COC(C(=O)O)(C)C 2-([5-(3-Cyclopropoxyphenyl)-1-(2-methylphenyl)-1H-pyrazol-3-yl]-methoxy)-2-methylpropanoic acid